2-(5-chloro-2-nitrophenyl)cyclopropane-1-carboxamide ClC=1C=CC(=C(C1)C1C(C1)C(=O)N)[N+](=O)[O-]